[Si](C1=CC=CC=C1)(C1=CC=CC=C1)(C(C)(C)C)OC1CC(C1)CCCN(C(OCCCC)=O)C1CCC(CC1)(F)F Butyl (3-((1r,3s)-3-((tert-butyldiphenylsilyl)oxy)cyclobutyl)propyl)(4,4-difluorocyclohexyl)carbamate